(2R,4R)-1-(3-chloro-2-fluorobenzyl)-4-((3,5-dimethyl-6-((5-methyl-1H-pyrazol-3-yl)amino)pyrazin-2-yl)methyl)-2-methylpiperidine-4-carboxylic acid ClC=1C(=C(CN2[C@@H](C[C@@](CC2)(C(=O)O)CC2=NC(=C(N=C2C)C)NC2=NNC(=C2)C)C)C=CC1)F